5-(2-(2,3-difluorophenyl)piperidin-1-yl)-N-((R,E)-4-(methylsulfonyl)but-3-en-2-yl)pyrazine-2-carboxamide FC1=C(C=CC=C1F)C1N(CCCC1)C=1N=CC(=NC1)C(=O)N[C@H](C)\C=C\S(=O)(=O)C